3-((2-methylpyridin-3-yl)oxy)-1-((tetrahydro-2H-pyran-4-yl)methyl)-1H-pyrrole-2,5-dione CC1=NC=CC=C1OC=1C(N(C(C1)=O)CC1CCOCC1)=O